(S)-2-((tert-butoxycarbonyl)amino)glutaric acid C(C)(C)(C)OC(=O)N[C@H](C(=O)O)CCC(=O)O